NC1(CCCC=2C=C(N=CC12)Cl)C(=O)O 8-amino-3-chloro-5,6,7,8-tetrahydroisoquinoline-8-carboxylic acid